ClC1=C(C=C(C=C1)F)C1(OC(=C(C1=O)OC(C)=O)N)C 2-(2-chloro-5-fluorophenyl)-2-methyl-4-acetoxy-5-amino-3(2H)-furanone